S1N=CC2=C1C=CC(=C2)OC2CCN(CC2)C(CN2N=C(C1=C2CCC1)C(=O)N1C[C@H](O[C@H](C1)C)C)=O 1-{4-[(1,2-benzothiazol-5-yl)oxy]piperidin-1-yl}-2-{3-[(2R,6S)-2,6-dimethylmorpholine-4-carbonyl]-5,6-dihydrocyclopenta[c]pyrazol-1(4H)-yl}ethan-1-one